(E)-N-(pyrrolidin-3-yl)-3-(2-(thiophen-2-yl)vinyl)-1H-pyrazole-1-carboxamide hydrochloride Cl.N1CC(CC1)NC(=O)N1N=C(C=C1)\C=C\C=1SC=CC1